(E)-1-(benzo[d]thiazol-5-ylmethyl)-3-((6-((4-methoxybenzyl)amino)-5-methylpyridin-3-yl)methylene)piperidin-2-one S1C=NC2=C1C=CC(=C2)CN2C(/C(/CCC2)=C/C=2C=NC(=C(C2)C)NCC2=CC=C(C=C2)OC)=O